COC(=O)C1=NC(=CC=C1C(=O)OC)Cl 6-chloropyridine-2,3-dicarboxylic acid dimethyl ester